OC=1C=C2[C@@H](NC(C2=CC1C)=O)C1=C(NC2=CC=CC=C12)CN1CCCC1 |r| racemic-5-hydroxy-6-methyl-3-{2-[(pyrrolidin-1-yl)methyl]-1H-indol-3-yl}-2,3-dihydro-1H-isoindol-1-one